CN(C1=CC2=C(N=C(O2)N)C2=CC=CC=C12)C N5,N5-dimethylnaphtho[1,2-d]oxazole-2,5-diamine